fluoromercaptoacetamide FSCC(=O)N